C1(=CC=CC=C1)C(CCCCC)=O 1-phenylhexan-1-one